3-({[(1S)-7-fluoro-6-methoxy-1,2,3,4-tetrahydronaphthalen-1-yl]methyl}amino)pyridine-4-carboxylic acid methyl ester COC(=O)C1=C(C=NC=C1)NC[C@H]1CCCC2=CC(=C(C=C12)F)OC